[2H]C=1SC2=C(N1)C=C(C=C2)[C@@H]2N(C[C@H](CC2)C)C(=O)OC(C)(C)C tert-butyl (2R,5S)-2-(2-deuterio-1,3-benzothiazol-5-yl)-5-methyl-piperidine-1-carboxylate